ClC1=C(OCCOCCOCCOCCOCCOCCOCCOCCOCCN)C=CC(=C1)CCC1=NC2=C(N1C[C@H](C)N1CCOCC1)C=CC(=C2)C=2C(=NOC2C)C 26-(2-chloro-4-{2-[5-(3,5-dimethyl-1,2-oxazol-4-yl)-1-[(2S)-2-(morpholin-4-yl)propyl]-1,3-benzodiazol-2-yl]ethyl}phenoxy)-3,6,9,12,15,18,21,24-octaoxahexacosan-1-amine